6,7-dihydroxy-3,6-dimethyl-2-isovaleroyl-4,5,6,7-tetrahydrobenzofuran OC1(C(C2=C(C(=C(O2)C(CC(C)C)=O)C)CC1)O)C